2-(2-chlorophenyl)-N-(3-morpholino-5-sulfamoylisoquinolin-7-yl)acetamide ClC1=C(C=CC=C1)CC(=O)NC1=CC(=C2C=C(N=CC2=C1)N1CCOCC1)S(N)(=O)=O